tert-butyl (1R,3S,5S)-3-((6-(2-hydroxy-4-(1H-pyrazol-4-yl)phenyl)pyridazin-3-yl)(methyl)amino)-8-azabicyclo[3.2.1]octane-8-carboxylate OC1=C(C=CC(=C1)C=1C=NNC1)C1=CC=C(N=N1)N(C1C[C@H]2CC[C@@H](C1)N2C(=O)OC(C)(C)C)C